3,4,4-trifluorobut-3-en-1-yl 2-(2H-benzo[d][1,2,3]triazol-2-yl)-2-methylpropanoate N=1N(N=C2C1C=CC=C2)C(C(=O)OCCC(=C(F)F)F)(C)C